BrC1=C(C=NNC1=O)N[C@H](CONC(CC1CCN(CC1)C1=NC=C(C=N1)C(F)(F)F)=O)C (S)-N-(2-((5-bromo-6-oxo-1,6-dihydropyridazin-4-yl)amino)propoxy)-2-(1-(5-(trifluoromethyl)pyrimidin-2-yl)piperidin-4-yl)acetamide